OC(O)(O)C(=CC)N trihydroxymethyl-aminopropaneN